ClC1=NC(=CC(=C1NCSC1=C(C(=O)N)C=CC=C1)CO)C(F)(F)F ((2-chloro-4-(hydroxymethyl)-6-(trifluoromethyl)pyridin-3-yl)aminomethylthio)benzamide